dibenzyl D-aspartate para-toluenesulfonate CC1=CC=C(C=C1)S(=O)(=O)O.N[C@H](CC(=O)OCC1=CC=CC=C1)C(=O)OCC1=CC=CC=C1